cis-dimethylsilanediyl-[2-methyl-4,8-bis(3,5-dimethylphenyl)-1,5,6,7-tetrahydro-s-indacen-1-yl][2-methyl-4-(3,5-dimethylphenyl)-5-methoxy-6-tert-butylinden-1-yl]Zirconium dichloride [Cl-].[Cl-].C[Si](=[Zr+2](C1C(=CC2=C(C(=C(C=C12)C(C)(C)C)OC)C1=CC(=CC(=C1)C)C)C)C1C(=CC2=C(C=3CCCC3C(=C12)C1=CC(=CC(=C1)C)C)C1=CC(=CC(=C1)C)C)C)C